COC1=CC2=C(N(N=N2)C=2C=C(CNS(=O)(=O)N)C=CC2)C=C1 N-(3-(5-methoxy-1H-benzo[d][1,2,3]triazol-1-yl)benzyl)sulfamide